1-fluoro-N-[(1S)-1-[(1R)-7-(1-isopropyl-5-methyl-6-oxo-3-pyridyl)tetralin-1-yl]-2-[4-(2-methylimidazol-1-yl)anilino]-2-oxo-ethyl]cyclopropanecarboxamide FC1(CC1)C(=O)N[C@H](C(=O)NC1=CC=C(C=C1)N1C(=NC=C1)C)[C@@H]1CCCC2=CC=C(C=C12)C1=CN(C(C(=C1)C)=O)C(C)C